(2S,4R)-1-[(2S)-2-(3-bromo-4-fluorobenzamido)-3,3-dimethylbutyryl]-4-hydroxy-N-{(1S)-1-[4-(4-methyl-1,3-thiazol-5-yl)phenyl]ethyl}pyrrolidine-2-carboxamide BrC=1C=C(C(=O)N[C@H](C(=O)N2[C@@H](C[C@H](C2)O)C(=O)N[C@@H](C)C2=CC=C(C=C2)C2=C(N=CS2)C)C(C)(C)C)C=CC1F